3-chloro-2-(5,8-dichloro-2-methyl-4-oxo-1,6-naphthyridin-1(4H)-yl)-5-fluorobenzonitrile ClC=1C(=C(C#N)C=C(C1)F)N1C(=CC(C2=C(N=CC(=C12)Cl)Cl)=O)C